CC=1C=C(OC2=CC=C(C=C2)S(=O)(=O)N2CCCC3=CC(=CC=C23)C(=O)O)C=C(C1)C 1-((4-(3,5-dimethylphenoxy)phenyl)sulfonyl)-1,2,3,4-tetrahydroquinoline-6-carboxylic acid